NC1=NC2=CC(=CC=C2C=C1Cl)O[C@H]1CC[C@]2([C@@H]1OC([C@@H]2O)O)O (3R,3aS,6S,6aR)-6-[(2-amino-3-chloroquinolin-7-yl)oxy]hexahydro-3aH-cyclopenta[b]furan-2,3,3a-triol